C(C=C)(=O)N1CC2(C1)CN(CC2)C2=NC(=NC(=C2C#N)C2=C(C=CC(=C2)C=2C=NNC2)F)OC[C@H]2N(CCC2)C (S)-4-(2-acryloyl-2,6-diazaspiro[3.4]octan-6-yl)-6-(2-fluoro-5-(1H-pyrazol-4-yl)phenyl)-2-((1-methylpyrrolidin-2-yl)methoxy)pyrimidine-5-carbonitrile